Tert-butyl (5-fluoro-1H-indol-3-yl)carbamate FC=1C=C2C(=CNC2=CC1)NC(OC(C)(C)C)=O